C(C)C1OC(C=C(C1(C)C)C)C 2-ethyl-3,3,4,6-tetramethyl-3,6-dihydro-2H-pyran